N[C@]1(CN(CC1)C1=C(C(=C(C=C1)F)C(F)(F)F)CN1C2=NC=NC(=C2N=C1)N)C(=O)N[C@H]1[C@@H](C1)CO (R)-3-amino-1-(2-((6-amino-9H-purin-9-yl)methyl)-4-fluoro-3-(trifluoromethyl)phenyl)-N-((1R,2R)-2-(hydroxymethyl)cyclopropyl)pyrrolidine-3-carboxamide